[N+](=O)([O-])C1=CC=C(C=C1)C1=CC=CC2=CC=CC(=C12)NCCN 4-nitrophenyl-8-((2-aminoethyl)amino)naphthalene